CC1=CC=C(C=C1)C#CC(=C(C#CC1=CC=C(C=C1)C)C#CC1=CC=C(C=C1)C)[SiH3] tris(4-methylphenylethynyl)vinylsilane